C(#N)CN1N=C(C(=C1)C)C cyanomethyl-(3,4-dimethyl-1H-pyrazole)